(S)-N-(1-(4-(4-isopropyl-5-(8-methyl-[1,2,4]triazolo[1,5-a]pyridin-6-yl)-1H-pyrazol-3-yl)phenyl)ethyl)propan-2-amine C(C)(C)C=1C(=NNC1C=1C=C(C=2N(C1)N=CN2)C)C2=CC=C(C=C2)[C@H](C)NC(C)C